BrC1=CC2=C(C=3N(CCC2O)N=NC3C3CC3)C=C1 9-bromo-1-cyclopropyl-6,7-dihydro-5H-benzo[c][1,2,3]triazolo[1,5-a]azepin-7-ol